O1C(OCC1)C[C@@]1(CN(CC(=C1)C1=C(C=CC=C1)C)S(=O)(=O)C1=CC=C(C)C=C1)C (S)-3-((1,3-dioxolan-2-yl)methyl)-3-methyl-5-(o-tolyl)-1-tosyl-1,2,3,6-tetrahydropyridine